(R)-1-(2-((3-(3,4-diphenylethoxyphenoxy)-2-hydroxypropyl)amino)ethyl)guanidine C1(=CC=CC=C1)C=1C(=C(OC[C@@H](CNCCNC(=N)N)O)C=CC1C1=CC=CC=C1)OCC